CC=1CC[C@H]([C@@H](C1)C=1C(=CC(=CC1O)CCCCCCC1=CC=CC=C1)O)C(=C)C (1'R,2'R)-5'-methyl-4-(6-phenylhexyl)-2'-(prop-1-En-2-yl)-1',2',3',4'-tetrahydro-[1,1'-biphenyl]-2,6-diol